1-Bromo-4-fluoro-5-methoxy-2-(trifluoromethyl)benzene BrC1=C(C=C(C(=C1)OC)F)C(F)(F)F